ethyl 4-bromo-5-(2-hydroxyethoxy)-6-methoxybenzo[b]thiophene-2-carboxylate BrC1=C(C(=CC=2SC(=CC21)C(=O)OCC)OC)OCCO